1-methyl-N6-{[(3R)-morpholin-3-yl]methyl}-N4-[4-(trifluoromethyl)phenyl]-1H-pyrazolo[3,4-d]pyrimidine-4,6-diamine CN1N=CC=2C1=NC(=NC2NC2=CC=C(C=C2)C(F)(F)F)NC[C@H]2NCCOC2